(Z)-2-((diethoxyphosphoryl)imino)-2,3-dihydro-1H-benzo[d]imidazole-4-carboxylic acid tert-butyl ester C(C)(C)(C)OC(=O)C1=CC=CC=2N/C(/NC21)=N/P(=O)(OCC)OCC